2-((3-(2,6-dioxopiperidin-3-yl)-1-methyl-1H-indazol-6-yl)oxy)-N-(1-methyl-1H-1,2,4-triazol-5-yl)acetamide O=C1NC(CCC1C1=NN(C2=CC(=CC=C12)OCC(=O)NC1=NC=NN1C)C)=O